2,3,4,5,6-pentafluorophenyl 5-[(diethoxyphosphoryl) carbonyl]-1H-indole-2-carboxylate C(C)OP(=O)(OCC)C(=O)C=1C=C2C=C(NC2=CC1)C(=O)OC1=C(C(=C(C(=C1F)F)F)F)F